2-(2-chlorothiophen-3-yl)-2,2-difluoroacetic acid ClC=1SC=CC1C(C(=O)O)(F)F